tert-butyl (3aR,5s,6aS)-5-(((benzyloxy) carbonyl)amino)hexahydrocyclopenta[c]pyrrole-2(1H)-carboxylate C(C1=CC=CC=C1)OC(=O)NC1C[C@@H]2[C@@H](CN(C2)C(=O)OC(C)(C)C)C1